(1-(difluoromethyl)-1H-pyrazole-3-yl)methanol FC(N1N=C(C=C1)CO)F